8-[(1R,3R)-3-hydroxycyclohexyl]-2-{[1-(methylsulfonyl)piperidin-4-yl]-amino}pyrido[2,3-d]pyrimidin-7(8H)-one O[C@H]1C[C@@H](CCC1)N1C(C=CC2=C1N=C(N=C2)NC2CCN(CC2)S(=O)(=O)C)=O